C(C=C)(=O)NC1=CC=C(C(=O)NC2=C3C(=NN2C)C(N(C3)C(=O)N[C@H](CN(C)C)C3=CC=CC=C3)(C)C)C=C1 (S)-3-(4-acrylamidobenzamido)-N-(2-(dimethylamino)-1-phenylethyl)-2,6,6-trimethyl-2,6-dihydropyrrolo[3,4-c]pyrazole-5(4H)-carboxamide